2-[5-chloro-2-[2-[4-methyl-3-[2-(2-pyridyl)ethylsulfamoyl]anilino]-2-oxo-ethyl]-3-oxo-pyridazin-4-yl]acetamide ClC1=C(C(N(N=C1)CC(=O)NC1=CC(=C(C=C1)C)S(NCCC1=NC=CC=C1)(=O)=O)=O)CC(=O)N